butane-1,4-diylbis(4-acetyl-5-oxo-hexanoate) C(CCCC(C(=O)[O-])CC(C(C)=O)C(C)=O)C(C(=O)[O-])CC(C(C)=O)C(C)=O